3-Bromo-1,5,6,7-tetrahydropyrazolo[4,3-c]pyridin-4-one BrC1=NNC2=C1C(NCC2)=O